FC(C(CN1N=NC=C1C(=O)OCC)C)(F)F Ethyl 1-(3,3,3-trifluoro-2-methylpropyl)-1H-1,2,3-triazole-5-carboxylate